OC1=C(C=CC(=C1)C(F)(F)F)C1=C2C(=C(N=N1)N1C[C@@H](C([C@@H](C1)C)O)C)C=NC=C2 (3S,4r,5R)-1-(1-(2-hydroxy-4-(trifluoromethyl)phenyl)pyrido[3,4-d]pyridazin-4-yl)-3,5-dimethylpiperidin-4-ol